2,3,5-trimethylpyrazolo[1,5-a]pyrimidine-7-carboxylic acid CC1=NN2C(N=C(C=C2C(=O)O)C)=C1C